COC1=CC=C(C=C1)C1=CC(=C2C=CC(=CC=C12)C(C)(C)C)C(F)(F)F 1-(4-methoxyphenyl)-3-trifluoromethyl-6-tert-butylazulene